FC(C1=NC=CC=C1OC1CC2(C1)CCN(CC2)C(=O)OC(C)(C)C)(F)F tert-butyl 2-{[2-(trifluoromethyl)pyridin-3-yl]oxy}-7-azaspiro[3.5]nonane-7-carboxylate